NC1=NN2C(C=C(C=C2)C=2C(=C(C(=O)[O-])C(=CC2)C)Cl)=N1.[Li+] lithium 3-(2-amino-[1,2,4]triazolo[1,5-a]pyridin-7-yl)-2-chloro-6-methylbenzoate